2-((3,4-dihydroisoquinolin-2(1H)-yl)-methyl)-5-hydroxy-4H-pyran-4-one C1N(CCC2=CC=CC=C12)CC=1OC=C(C(C1)=O)O